(2S,4S)-4-amino-2-(2-((tert-butyldimethylsilyl)oxy)ethyl)piperidine-1-carboxylic acid tert-butyl ester C(C)(C)(C)OC(=O)N1[C@@H](C[C@H](CC1)N)CCO[Si](C)(C)C(C)(C)C